2-(6-(4-acetylpiperazin-1-yl)-2-(dimethylamino)-5-ethyl-7-oxo-[1,2,4]triazolo[1,5-a]pyrimidin-4(7H)-yl)-N-(2-chloro-4-(trifluoromethyl)phenyl)acetamide C(C)(=O)N1CCN(CC1)C1=C(N(C=2N(C1=O)N=C(N2)N(C)C)CC(=O)NC2=C(C=C(C=C2)C(F)(F)F)Cl)CC